C(CCCCCCCCCC=CCC=CCCCCCCCCCCCCCCC)(=O)O Triaconta-11,14-dienoic acid